CN1C(N(C2=C3C(=NC=C21)NC(=C3C3=CC=CC=C3)C3=CC=C(C=C3)CN3CCC(CC3)S(=O)(=O)C)C3CCOCC3)=O 3-methyl-7-(4-((4-(methylsulfonyl)piperidin-1-yl)methyl)phenyl)-8-phenyl-1-(tetrahydro-2H-pyran-4-yl)-3,6-dihydroimidazo[4,5-d]pyrrolo[2,3-b]pyridin-2(1H)-one